FC=1C=CC2=C(N=C(O2)NC=2OC3=C(N2)C=C(C(=C3)OC)C(=O)O)C1 2-((5-fluorobenzo[d]oxazol-2-yl)amino)-6-methoxybenzo[d]oxazole-5-carboxylic acid